tert-butyl 2-[1-(4-aminophenyl)-4-hydroxy-4-piperidyl]acetate NC1=CC=C(C=C1)N1CCC(CC1)(O)CC(=O)OC(C)(C)C